1-(2,2-difluoroethyl)pyrazole-4-Carboxylic acid FC(CN1N=CC(=C1)C(=O)O)F